CN(C=CC(=O)C1=C(C=C(C=C1)Br)O)C 3-dimethylamino-1-(2-hydroxy-4-bromophenyl)prop-2-en-1-one